trans-4-methyl-2-azabicyclo[3.1.1]heptane-3-carboxylic acid methyl ester COC(=O)C1NC2CC(C1C)C2